BrC=1C(N(C(=CC1OCC1=NC=NC=C1F)C)C1=CC(=NC=C1C)C1=NC(=NC=C1)C(C)(C)O)=O (P)-3-bromo-4-((5-fluoropyrimidin-4-yl)methoxy)-2'-(2-(2-hydroxypropan-2-yl)pyrimidin-4-yl)-5',6-dimethyl-2H-[1,4'-bipyridin]-2-one